C[C@H]1N=CC(C(C1)=O)C (2R,3S)-2,5-dimethyl-4-oxo-2,3,4,5-tetrahydropyridine